C1(CC1)C=1C(=CC=2N(N1)C=C(N2)CO)OC (6-cyclopropyl-7-methoxy-imidazo[1,2-b]pyridazin-2-yl)methanol